2,6-bis[trichloromethyl]pyrimidine ClC(C1=NC(=CC=N1)C(Cl)(Cl)Cl)(Cl)Cl